3-(tert-butyl)-2-hydroxy-5-methylbenzaldehyde C(C)(C)(C)C=1C(=C(C=O)C=C(C1)C)O